C(C)[C@H]1[C@@H](CN(C1)CC1=NC=CC=C1)C=1NC(C2=C(N1)N(N=C2)C2CCOCC2)=O 6-[(3S,4S)-4-ethyl-1-(pyridin-2-ylmethyl)pyrrolidin-3-yl]-1-(tetrahydro-2H-pyran-4-yl)-1,5-dihydro-4H-pyrazolo[3,4-d]pyrimidin-4-one